6-[2-[Tert-butyl(dimethyl)silyl]oxy-1,1-dimethyl-ethyl]-N-[2-[4-(hydroxymethyl)cyclohexyl]-6-methoxy-indazol-5-yl]pyridine-2-carboxamide [Si](C)(C)(C(C)(C)C)OCC(C)(C)C1=CC=CC(=N1)C(=O)NC1=CC2=CN(N=C2C=C1OC)C1CCC(CC1)CO